5λ2-benzo[d]benzo[4,5]imidazo[3,2-a]imidazole C1=CC=CC=2[N]C=3N(C21)C2=C(N3)C=CC=C2